C(=O)(OC(C)(C)C)N[C@@H](CC(=O)[O-])C(=O)[O-] N-Boc-L-aspartate